COC(=O)C1CC(=NN1C1=CC=C(C=C1)OC(F)(F)F)C1=CC=C(C=C1)Cl 3-(4-chlorophenyl)-1-(4-trifluoromethoxyphenyl)-4,5-dihydro-1H-pyrazole-5-carboxylic acid methyl ester